acryloyloxyethyl-trimethyl-ammonium chloride [Cl-].C(C=C)(=O)OCC[N+](C)(C)C